C(#N)C1(CCC1)C(=O)NC1=NN(C2=NC=C(C=C21)C2=CC1=C(OCO1)C(=C2)F)CCC(C)(C)O 1-cyano-N-(5-(7-fluorobenzo[d][1,3]dioxol-5-yl)-1-(3-hydroxy-3-methylbutyl)-1H-pyrazolo[3,4-b]pyridin-3-yl)cyclobutane-1-carboxamide